C(C)OC(CN(C1=CC=C(C=C1)OC)C(CN=[N+]=[N-])=O)=O N-(2-azidoacetyl)-N-(4-methoxyphenyl)glycine ethyl ester